ClC1=C(C=CC(=C1F)OCC#N)C1=CN=C2N1C=CN=C2NC2=CC(=C(C(=O)N1CCC(CC1)C(=O)OC[C@H]1NCCNC1)C=C2)C [(2S)-piperazin-2-yl]methyl 1-[4-[[3-[2-chloro-4-(cyanomethoxy)-3-fluorophenyl]imidazo[1,2-a]pyrazin-8-yl]amino]-2-methylbenzoyl]piperidine-4-carboxylate